7-bromo-5-[4-[2-(4-chlorophenyl)ethyl]piperazin-1-yl]sulfonyl-1-cyclopropyl-indazole BrC=1C=C(C=C2C=NN(C12)C1CC1)S(=O)(=O)N1CCN(CC1)CCC1=CC=C(C=C1)Cl